tert-butyl 2-[1-(2,6-dioxo-3-piperidyl)-3-methyl-2-oxo-benzimidazol-5-yl]acetate O=C1NC(CCC1N1C(N(C2=C1C=CC(=C2)CC(=O)OC(C)(C)C)C)=O)=O